CN1C2=NC(=NC(=C2N=C1)C1=CC=C(C=C1)OC(F)(F)F)N1CC(C1)NC(C=C)=O N-(1-(9-Methyl-6-(4-(trifluoromethoxy)phenyl)-9H-purin-2-yl)azetidin-3-yl)acrylamide